FC1(CCC(CC1)SC=1C=C2C(=NC1)N(N=C2)C2OCCCC2)F 5-(4,4-difluorocyclohexyl)sulfanyl-1-tetrahydropyran-2-yl-pyrazolo[3,4-b]pyridine